C(C)(C)(C)OC(=O)C1=C2C(=C(NC2=CC=C1)C)C1=CC2=CC=CC=C2C=C1 tert-butoxycarbonyl-3-(2-naphthyl)-2-methylindole